tert-butyl 2-(4-{1-[2-amino-4-(trifluoromethoxy)benzoyl]piperidin-4-yl}-5-fluoro-1H-pyrrolo[2,3-b]pyridin-2-yl)morpholine-4-carboxylate NC1=C(C(=O)N2CCC(CC2)C2=C3C(=NC=C2F)NC(=C3)C3CN(CCO3)C(=O)OC(C)(C)C)C=CC(=C1)OC(F)(F)F